C(C)C(CN1C(C2=CC(=C3C=4C2=C(C1=O)C=C(C4OC4=CC=CC=C43)C4=CC=C(C=C4)C(F)(F)F)C4=CC=C(C=C4)C(F)(F)F)=O)CCCC 2-(2-ethylhexyl)-5,11-bis(4-(trifluoromethyl)phenyl)-1H-xantheno[2,1,9-def]isoquinoline-1,3(2H)-dione